C1CCCO1 Butylen oxid